1-bromo-8-chloro-3-(5-(difluoromethyl)-1,3,4-thiadiazol-2-yl)-N-(3-(fluoromethyl)oxetan-3-yl)imidazo[1,5-a]pyridine-6-sulfonamide BrC=1N=C(N2C1C(=CC(=C2)S(=O)(=O)NC2(COC2)CF)Cl)C=2SC(=NN2)C(F)F